phenylphosphineoxythiophene C1(=CC=CC=C1)POC=1SC=CC1